(4-(3-(2-ethoxy-2-oxoethyl)phenoxy)butyl)piperazine-1-carboxylic acid tert-butyl ester C(C)(C)(C)OC(=O)N1C(CNCC1)CCCCOC1=CC(=CC=C1)CC(=O)OCC